[K].O1C(OCC1)C=1C=CC(=NC1)C=1C(=C(C=CC1)NC=1C=C(C=2N(N1)C(=CN2)C(=O)O)N(C)CC2=CC=C(C=C2)OC)OC 6-({3-[5-(1,3-dioxolan-2-yl)pyridin-2-yl]-2-methoxyphenyl}amino)-8-{[(4-methoxyphenyl)methyl](methyl)amino}imidazo[1,2-b]pyridazine-3-carboxylic acid potassium